2-Amino-9-((2R,3S,4S,5R)-4-fluoro-3-hydroxy-5-(hydroxymethyl)tetrahydrofuran-2-yl)-7-(4-methoxybenzyl)-7,9-dihydro-8H-purin-8-on NC1=NC=C2N(C(N(C2=N1)[C@@H]1O[C@@H]([C@H]([C@H]1O)F)CO)=O)CC1=CC=C(C=C1)OC